C(C)(C)OC1=C(C=CC=C1)C1=NOC(=N1)C=1C=C2C=NN(C2=CC1)C(C)C 3-(2-isopropoxyphenyl)-5-(1-isopropyl-1H-indazol-5-yl)-1,2,4-oxadiazole